(1s,3R,4S)-6-oxabicyclo[3.1.0]hexane-3-carboxylate [C@@H]12CC(CC2O1)C(=O)[O-]